NC1=NC=NN2C1=NC=C2C=2C=C(C=CC2C)S(=O)(=O)N2C(CCCC2C)CO (1-((3-(4-aminoimidazo[2,1-f][1,2,4]triazin-7-yl)-4-methylphenyl)sulfonyl)-6-methylpiperidin-2-yl)methanol